3-chloro-5-[[2,4-difluoro-5-[4-(hydroxymethyl)-6-methoxy-3-pyridyl]phenyl]sulfamoyl]-4-methoxy-benzoic acid ClC=1C=C(C(=O)O)C=C(C1OC)S(NC1=C(C=C(C(=C1)C=1C=NC(=CC1CO)OC)F)F)(=O)=O